FC(C=1C(=NC=C(C1)C(F)(F)F)CC(=O)N1[C@@H]([C@@H](CC1)N1CCN(CC1)CC(=O)N)C1=C(C(=CC=C1)Cl)Cl)(F)F 2-[4-[(2R,3R)-1-[2-[3,5-Bis(trifluoromethyl)-2-pyridyl]acetyl]-2-(2,3-dichlorophenyl)pyrrolidin-3-yl]piperazin-1-yl]acetamide